C1([C@@H](O)[C@H](O)[C@H](O1)CO)S(=O)C1[C@@H](O)[C@H](O)[C@H](O1)CO arabinofuranosyl sulfoxide